ClC(C1=NC2=CC=CC=C2N=C1)=NO α-chloroquinoxaline-2-formaldehyde oxime